N-[(2-chlorothiazol-5-yl)methyl]-N-ethyl-6-methylOxy-3-nitropyridin-2-amine ClC=1SC(=CN1)CN(C1=NC(=CC=C1[N+](=O)[O-])OC)CC